O=C1N(C=CC2=CC=CC(=C12)NC=1C=C2C(=NC1)N(N=C2)C2OCCCC2)CC(=O)N[C@H](C(F)(F)F)C 2-[1-oxo-8-[(1-tetrahydropyran-2-ylpyrazolo[3,4-b]pyridin-5-yl)amino]-2-isoquinolyl]-N-[(1S)-2,2,2-trifluoro-1-methyl-ethyl]acetamide